Methyl 2-(2-(2-(4-((tetrahydro-2H-pyran-4-yl)carbamoyl)piperidin-1-yl)thiazole-4-carboxamido)acrylamido)acrylate O1CCC(CC1)NC(=O)C1CCN(CC1)C=1SC=C(N1)C(=O)NC(C(=O)NC(C(=O)OC)=C)=C